C(C)(C)(C)OC(=O)N1[C@@H](C[C@@H](C1)NC1=NC(=CC=C1)C1=C2C(=NC=C1)NC(=C2CCCNC)C)C(=O)O (2S,4S)-1-tert-butoxycarbonyl-4-[[6-[2-methyl-3-[3-(methylamino)propyl]-1H-pyrrolo[2,3-b]pyridin-4-yl]-2-pyridyl]amino]pyrrolidine-2-carboxylic acid